5-((1-(4-(2-(2-aminopyridin-3-yl)-5-phenyl-3H-imidazo[4,5-b]pyridin-3-yl)benzyl)piperidin-4-yl)amino)-2-hydroxybenzaldehyde NC1=NC=CC=C1C1=NC=2C(=NC(=CC2)C2=CC=CC=C2)N1C1=CC=C(CN2CCC(CC2)NC=2C=CC(=C(C=O)C2)O)C=C1